(2R,5S)-5-((tert-butoxycarbonyl)amino)tetrahydro-2H-pyran-2-carboxylic acid C(C)(C)(C)OC(=O)N[C@H]1CC[C@@H](OC1)C(=O)O